tert-Butyl 4-(4-(1H-pyrrolo[3,2-c]pyridine-2-carboxamido)butyl)piperazine-1-carboxylate N1C(=CC=2C=NC=CC21)C(=O)NCCCCN2CCN(CC2)C(=O)OC(C)(C)C